(Rac)-ethyl-3-(2,6-dichloro-9H-purin-9-yl)-4-(2-ethoxy-2-oxoethyl)tetrahydrothiophene-3-carboxylate C(C)OC(=O)C1(CSCC1CC(=O)OCC)N1C2=NC(=NC(=C2N=C1)Cl)Cl